tert-butyl 8-methyl-7-(N-methylacrylamido)-3,4-dihydroisoquinoline-2(1H)-carboxylate CC=1C(=CC=C2CCN(CC12)C(=O)OC(C)(C)C)N(C(C=C)=O)C